C(C)(C)(C)[C@@]1(N(CC[C@](C1)(C(=O)O)CC1=NC(=CC(=C1F)C(C)(C)F)Br)C(=O)O)C tert-butyl-(2r,4r)-4-((6-bromo-3-fluoro-4-(2-fluoropropane-2-yl)pyridin-2-yl)methyl)-2-methylpiperidine-1,4-dicarboxylic acid